N-(5-(5-methoxybenzo[d]oxazol-2-yl)-8-(methylamino)-2,7-naphthyridin-3-yl)-3-methylbut-3-enamide COC=1C=CC2=C(N=C(O2)C2=C3C=C(N=CC3=C(N=C2)NC)NC(CC(=C)C)=O)C1